C1=CC=CC=2C=CC=3N(C=4C=CC=CC4C3C21)C2=CC=C(C=1OC3=C(C12)C=CC=C3)C=3N=C(C1=C(N3)C3=C(O1)C=CC(=C3)C3=CC=CC=C3)C3=CC=CC=C3 2-(1-benzo[c]carbazol-7-yldibenzofuran-4-yl)-4,8-diphenylbenzofuro[3,2-d]pyrimidine